Benzyl-2-methoxyacetate C(C1=CC=CC=C1)OC(COC)=O